7-[[4-[[(1S)-2-hydroxy-1-phenyl-ethyl]amino]-5-(5-methyloxazol-2-yl)pyrimidin-2-yl]amino]-3,3-dimethyl-2,4-dihydroisoquinolin-1-one OC[C@H](C1=CC=CC=C1)NC1=NC(=NC=C1C=1OC(=CN1)C)NC1=CC=C2CC(NC(C2=C1)=O)(C)C